2,6-bis(pyrazin-2-yl)isonicotinic acid N1=C(C=NC=C1)C=1C=C(C(=O)O)C=C(N1)C1=NC=CN=C1